Tert-butyl (S)-4-((S)-2-(6-(2-ethyl-4-hydroxyphenyl)-1H-indazol-3-yl)-5-methyl-4,5,6,7-tetrahydro-3H-imidazo[4,5-c]pyridine-6-carbonyl)-3-methylpiperazine-1-carboxylate C(C)C1=C(C=CC(=C1)O)C1=CC=C2C(=NNC2=C1)C1=NC2=C(CN([C@@H](C2)C(=O)N2[C@H](CN(CC2)C(=O)OC(C)(C)C)C)C)N1